CC=1C=NN(C1B1OC(C(O1)(C)C)(C)C)COCC[Si](C)(C)C 4-methyl-5-(4,4,5,5-tetramethyl-1,3,2-dioxaborolan-2-yl)-1-((2-(trimethylsilyl)ethoxy)methyl)-1H-pyrazole